5-methyl-6-(3-(6-methyl-6,7-dihydropyrazolo[1,5-a]pyrimidin-4(5H)-yl)-7,8-dihydro-1,6-naphthyridin-6(5H)-yl)pyridazine-3-carbonitrile CC=1C=C(N=NC1N1CC=2C=C(C=NC2CC1)N1C=2N(CC(C1)C)N=CC2)C#N